2-(2-methylphenoxymethyl)benzoyl chloride CC1=C(OCC2=C(C(=O)Cl)C=CC=C2)C=CC=C1